C(C)(C)(C)OC(=O)N1C(C[C@@H](C1)CC=O)(C)C.FC=1C=C(CNC(=O)[C@@]2(C(N(CC2)C=2C=C3C4(CNC3=CC2)CC4)=O)O)C=C(C1)F (S)-N-(3,5-difluorobenzyl)-3-hydroxy-2-oxo-1-(spiro[cyclopropane-1,3'-indoline]-5'-yl)pyrrolidine-3-carboxamide tert-Butyl-(4R)-2,2-dimethyl-4-(2-oxoethyl)pyrrolidine-1-carboxylate